(3R)-10-chloro-l-1-(5-chloro-2,4-difluorophenyl)-3-methoxy-3,4-dihydro-2H,6H-[1,4]thiazepino[2,3,4-ij]quinazoline-6,8(7H)-dione ClC=1C=C2C(NC(N3C2=C(C1)S(C[C@@H](C3)OC)C3=C(C=C(C(=C3)Cl)F)F)=O)=O